C(=C\C=C)/O[Si](C)(C)C (1E)-1,3-butadienyloxytrimethylsilane